FC1=CC(=C(OC=2C=C3CCC=C(C3=CC2)C(=O)N)C=C1)C 6-(4-fluoro-2-methylphenoxy)-3,4-dihydronaphthalene-1-carboxamide